2-(3-{[(1R,3S)-3-hydroxycyclohexyl]amino}-5-methyl-1,2,4-triazin-6-yl)-5-(trifluoromethyl)phenol monohydrochloride Cl.O[C@@H]1C[C@@H](CCC1)NC=1N=NC(=C(N1)C)C1=C(C=C(C=C1)C(F)(F)F)O